(S)-N-(chroman-4-yl)-4-methyl-2-(piperazin-1-yl)benzo[d]thiazole-6-carboxamide O1CC[C@@H](C2=CC=CC=C12)NC(=O)C1=CC2=C(N=C(S2)N2CCNCC2)C(=C1)C